N[C@H](C(=O)N[C@H](C(=O)OC(C)(C)C)CCC(C=[N+]=[N-])=O)CCC(C=[N+]=[N-])=O tert-Butyl (S)-2-((S)-2-amino-6-diazo-5-oxohexanamido)-6-diazo-5-oxohexanoate